(3R)-4-bromo-3-hydroxy-3-methyl-1-tetrahydropyran-2-yl-pyrrolo[2,3-b]Pyridin-2-one BrC1=C2C(=NC=C1)N(C([C@]2(C)O)=O)C2OCCCC2